C1=C(C=C(C=C1S(F)(F)(F)(F)F)Br)N 3-bromo-5-(pentafluorothio)aniline